O=C(/C=C/C1=CC=C(OCC(=O)O)C=C1)C1=CC=C(C=C1)C1=CC=CC=C1 2-[4-[(E)-3-Oxo-3-(4-phenylphenyl)prop-1-enyl]phenoxy]acetic acid